FC1=CC=C(C(=C1)F)OC 2,4-difluoro-5-methoxy-benzene